C(C=C)(=O)OCCO.[N] nitrogen hydroxyethyl acrylate